Ethyl 2-methyl-2-((4-(4,4,5,5-tetramethyl-1,3,2-dioxaborolan-2-yl)phenyl)amino)propanoate CC(C(=O)OCC)(C)NC1=CC=C(C=C1)B1OC(C(O1)(C)C)(C)C